3-Cyclopropyl-[1,2,4]triazolo[4,3-a]pyrimidine-6-carboxylic acid methyl ester COC(=O)C=1C=NC=2N(C1)C(=NN2)C2CC2